C(C)(C)(C)OC(=O)N1C2=C(N(N=C2CCC1)C)[Si](C(C)C)(C(C)C)F 3-[fluorobis(isopropyl)silyl]-2-methyl-4,5,6,7-tetrahydro-2H-1,2,4-triazaindene-4-carboxylic acid tert-butyl ester